C(=C)C=1C(=C(C(=C(C1)B(O)O)C=C)C=C)C=C tetra-vinyl-phenylboronic acid